[Ge](I)I Germanium(II) iodide